bis(4-aminophenyl) terephthalate (Bis(4-aminophenyl) terephthalate) NC1=CC=C(C=C1)C=1C(=C(C(=O)O)C=CC1C(=O)O)C1=CC=C(C=C1)N.C(C1=CC=C(C(=O)OC2=CC=C(C=C2)N)C=C1)(=O)OC1=CC=C(C=C1)N